FC([C@H](N)C=1NC=C(N1)CC1=CC=NC=C1)(F)F (R)-2,2,2-trifluoro-1-(4-(pyridin-4-ylmethyl)-1H-imidazol-2-yl)ethan-1-amine